CN1C(C(=C(C=C1)OC)C(=O)O)=O N-methyl-3-carboxyl-4-methoxy-2-pyridone